2-cyanomethyl-4,5-dimethyl-2H-pyrazole C(#N)CN1N=C(C(=C1)C)C